ClC1=C(C(=C(CNC(C(C)C)=O)C=C1)F)C=1NC(C=C(N1)C=1C=NC(=CC1)OCCOCC)=O N-(4-chloro-3-{4-[6-(2-ethoxyethoxy)pyridin-3-yl]-6-oxo-1,6-dihydropyrimidin-2-yl}-2-fluorobenzyl)isobutyramide